ethyl 3-[3-(3-bromo-1-methyl-2-oxo-propyl)-2-fluoro-phenyl]propanoate BrCC(C(C)C=1C(=C(C=CC1)CCC(=O)OCC)F)=O